NC1=NC(=C2N=CN(C2=N1)CCOCP([O-])(=O)OCCCOCCCCCCCCCCCCCCCC(F)(F)F)Br.[NH4+] ammonium 2-(2-amino-6-bromo-purin-9-yl)ethoxymethyl-[3-(16,16,16-trifluorohexadecoxy)propoxy]phosphinate